ClC1=CC2=C(N=C3N2[C@H]2C4=C(C(N[C@@H]3C2)=O)C=CC=C4OC(F)F)C=C1 (7R,14R)-11-chloro-1-(difluoromethoxy)-6,7-dihydro-7,14-methylenebenzo[f]benzo[4,5]imidazo[1,2-a][1,4]diazocin-5(14H)-one